4-((allyloxy)methyl)-3-bromo-4-(hydroxymethyl)-N-isopropylbenzamide C(C=C)OCC1(C(C=C(C(=O)NC(C)C)C=C1)Br)CO